rac-tert-butyl {[4-(4-methyl-1,2-oxazol-3-yl)-2,5-dioxoimidazolidin-4-yl]methyl}carbamate CC=1C(=NOC1)[C@]1(NC(NC1=O)=O)CNC(OC(C)(C)C)=O |r|